6-(2-oxo-1,3-oxazin-5-yl)-1,3-dihydroisoindole-2-carboxylic acid tert-butyl ester C(C)(C)(C)OC(=O)N1CC2=CC(=CC=C2C1)C=1C=NC(OC1)=O